(E)-N-hydroxy-3-(2-(4-((4-isopropoxybenzyl)amino)piperidin-1-yl)phenyl)acrylamide ONC(\C=C\C1=C(C=CC=C1)N1CCC(CC1)NCC1=CC=C(C=C1)OC(C)C)=O